C1(=CC=CC=C1)C1=NC(=CC(=N1)C=1C=C(C=CC1)C1=CC(=NC(=C1)N1C2=CC=C(C=C2C=2C=C(C=CC12)C1=CC=CC=C1)C1=CC=CC=C1)N1C2=CC=C(C=C2C=2C=C(C=CC12)C1=CC=CC=C1)C1=CC=CC=C1)C1=CC=CC=C1 9,9'-(4-(3-(2,6-diphenylpyrimidin-4-yl)phenyl)pyridine-2,6-diyl)bis(3,6-diphenyl-9H-carbazole)